N-(2-chloro-5-(trifluoromethyl)pyrimidin-4-yl)-6-methoxybenzo[d]thiazol-2-amine ClC1=NC=C(C(=N1)NC=1SC2=C(N1)C=CC(=C2)OC)C(F)(F)F